C(C)(=O)NC1=C(C=C(C(=C1OC)OC)OC)C=CC1=CC=CC=C1 acetamido-3,4,5-trimethoxy-stilbene